BrC1=CC(=C2NC(C=3N(C2=C1C)C(=NN3)C3CC3)(C)C)F 8-bromo-1-cyclopropyl-6-fluoro-4,4,9-trimethyl-4,5-dihydro-[1,2,4]triazolo[4,3-a]quinoxaline